tert-butyl-2,5-dimethylpiperazine-1-carboxylate C(C)(C)(C)OC(=O)N1C(CNC(C1)C)C